[Br-].BrCCCCCCN1C(CCCC1)C (6-bromohexyl)-2-methylpiperidine bromide